4-bromo-1-(2,2-difluoroethyl)-3-fluoro-5-methyl-6-nitroindazole BrC1=C2C(=NN(C2=CC(=C1C)[N+](=O)[O-])CC(F)F)F